NC1=C(C=CC=C1)S(=O)(=NC)C (2-aminophenyl)(methyl)(methylimino)-λ6-sulfanone